4-Cyano-2,3-dihydrobenzofuran-7-yl-2,8-dimethyl-5-trifluoromethoxy-1,4-dihydro-1,6-naphthyridine-3-carboxylic acid benzyl ester C(C1=CC=CC=C1)OC(=O)C1=C(N(C2=C(C=NC(=C2C1)OC(F)(F)F)C)C1=CC=C(C=2CCOC21)C#N)C